C(#N)C1=CC=C(C=C1)C=1C=CC=C2C=CC=C(C12)C=1C(=C(C(=CC1)C1=CC=CC2=CC=CC(=C12)C1=CC=C(C=C1)C#N)NC(C(C)C)=O)NC(C(C)C)=O N,N'-(3,6-bis(8-(4-cyanophenyl)naphthalen-1-yl)-1,2-phenylene)bis(2-methylpropanamide)